Methyl 2-(1-(4-(3-methyl-4-((((R)-1-phenylethoxy)carbonyl)amino)isoxazol-5-yl) phenyl)-2-oxabicyclo[2.2.2]octan-4-yl)acetate CC1=NOC(=C1NC(=O)O[C@H](C)C1=CC=CC=C1)C1=CC=C(C=C1)C12OCC(CC1)(CC2)CC(=O)OC